ClC1=CC=C(C(=O)NC(C(=O)O)CC2=CC(NC3=CC=CC=C23)=O)C=C1 2-(4-chlorobenzoylamino)-3-[2(1H)-quinolon-4-yl]propionic acid